CC(CCCCC)OCCOCCOCCOCCOCCO pentaethylene glycol methylhexyl ether